CC1=NC(=CC=C1)C1=CC(=NO1)C 2-methyl-6-(3-methyl-1,2-oxazol-5-yl)pyridin